NCC(=O)O.[Al] aluminum (glycine)